ClC=1C=CC(=C(C1)S(=O)(=O)N)O[C@H](C)C=1C=C(C=C2C(C(=C(OC12)C=1C=NN(C1)C)C)=O)C 5-Chloro-2-[(1R)-1-[3,6-dimethyl-2-(1-methylpyrazol-4-yl)-4-oxo-chromen-8-yl]ethoxy]benzenesulfonamide